N7-(3,4-difluorophenyl)-2-(methoxymethyl)pyrazolo[1,5-a]pyrimidine-3,7-dicarboxamide FC=1C=C(C=CC1F)NC(=O)C1=CC=NC=2N1N=C(C2C(=O)N)COC